NCC1=NC=CC(=C1F)C1=CC(=CC=2SC(=CC21)Cl)COC2=C(C=CC=C2)CC(=O)OC methyl 2-(2-((4-(2-(aminomethyl)-3-fluoropyridin-4-yl)-2-chlorobenzo[b]thiophen-6-yl)methoxy)phenyl)acetate